(2E)-N-[7-bromo-2-(2,2,2-trifluoroethyl)indazol-5-yl]-2-hydroxyimino-acetamide BrC1=CC(=CC2=CN(N=C12)CC(F)(F)F)NC(/C=N/O)=O